5-(2-ethoxy-3-pyridinyl)-1-isopropyl-3-methyl-N-(3-pyridylmethyl)pyrazolo[4,3-b]pyridin-7-amine C(C)OC1=NC=CC=C1C1=CC(=C2C(=N1)C(=NN2C(C)C)C)NCC=2C=NC=CC2